C(C=C)(=O)N1CCN(CC1)C1=C(C(=NC2=C(N=CC=C12)OC1=C2C=NNC2=CC(=C1Cl)F)O[C@@H]1CN(C[C@H]1C(F)F)C)C#N 4-(4-acryloylpiperazin-1-yl)-8-((5-chloro-6-fluoro-1H-indazol-4-yl)oxy)-2-(((3S,4R)-4-difluoromethyl-1-methylpyrrolidin-3-yl)oxy)-1,7-naphthyridine-3-carbonitrile